N-(6-chloro-4-cyclopropoxypyridin-3-yl)-3-(2-isopropylphenyl)azetidine ClC1=CC(=C(C=N1)N1CC(C1)C1=C(C=CC=C1)C(C)C)OC1CC1